NC1=NC(=C2C(=N1)N(N=C2)CCCCCCC(=O)NO)C=2OC=CC2 7-(6-amino-4-(furan-2-yl)-1H-pyrazolo[3,4-d]pyrimidin-1-yl)-N-hydroxyheptanamide